(2S,4R)-1-[(2S)-2-(4-cyclopentyltriazol-1-yl)-3-methyl-butanoyl]-4-hydroxy-N-methyl-pyrrolidine-2-carboxamide C1(CCCC1)C=1N=NN(C1)[C@H](C(=O)N1[C@@H](C[C@H](C1)O)C(=O)NC)C(C)C